ClC=1C=C2CCC(NC2=CN1)=O 6-chloro-3,4-dihydro-1,7-naphthyridin-2(1H)-one